BrC1=CC2=C(C(C=3NC4=CC(=CC=C4C3C2=O)C#N)(C)C)C=C1N1CCC(CC1)N1CCOCC1 9-bromo-6,6-dimethyl-8-(4-morpholinopiperidin-1-yl)-11-oxo-6,11-dihydro-5H-benzo[b]carbazole-3-carbonitrile